tert-butyl (trans-4-(2-(5-(benzo[b]thiophen-4-yl)-2,5-diazabicyclo[4.2.0]octan-2-yl)ethyl)cyclohexyl)carbamate S1C2=C(C=C1)C(=CC=C2)N2CCN(C1CCC21)CC[C@@H]2CC[C@H](CC2)NC(OC(C)(C)C)=O